COC=1C=NC=CC1C=O (3-methoxy-4-pyridyl)methanone